C(C)OCC=1N(C2=C(C(=NC=3C=C(C=CC23)C=2C=NC=C(C2)CO)N)N1)CCCOC 2-ethoxymethyl-1-(3-methoxypropyl)-7-(5-hydroxymethylpyridin-3-yl)-1H-imidazo[4,5-c]quinolin-4-amine